1-((R)-7-((1S,2S)-2-(2-chlorophenyl)-4,4-dimethylcyclohexane-1-carbonyl)-6-methyl-2,7-diazaspiro[3.5]nonan-2-yl)prop-2-en-1-one ClC1=C(C=CC=C1)[C@@H]1[C@H](CCC(C1)(C)C)C(=O)N1[C@@H](CC2(CN(C2)C(C=C)=O)CC1)C